NC(CNC1=NC(=C2C(=N1)N(N=C2)C([2H])([2H])[2H])NC=2C=NC(=CC2)C(F)(F)F)(C)C2=CC=CC=C2 N6-(2-amino-2-phenyl-propyl)-1-(trideuteriomethyl)-N4-[6-(trifluoromethyl)-3-pyridinyl]pyrazolo[3,4-d]pyrimidine-4,6-diamine